OC(CN1CCC(CC1)NC1=C2C=C(N(C2=CC=C1)CC(F)(F)F)C#CCNC1=C(C=C(C(=O)OC)C=C1)OC)CO methyl 4-((3-(4-((1-(2,3-dihydroxypropyl) piperidin-4-yl)amino)-1-(2,2,2-trifluoroethyl)-1H-indol-2-yl)prop-2-yn-1-yl)amino)-3-methoxybenzoate